1-(2-Hydroxy-4-methoxyphenyl)-2-(4-hydroxy-3-methoxy-phenyl)ethanon OC1=C(C=CC(=C1)OC)C(CC1=CC(=C(C=C1)O)OC)=O